4-butyl-3-(4-fluorophenyl)-5-methyl-1-(p-tolyl)-4,5-dihydro-1H-pyrazole-5-carboxylic acid methyl ester COC(=O)C1(C(C(=NN1C1=CC=C(C=C1)C)C1=CC=C(C=C1)F)CCCC)C